ClC=1C=CC2=C(C(=NC(C(N2)=O)O)C2=C(C=CC=C2)Cl)C1 7-chloro-5-(2-chlorophenyl)-1,3-dihydro-3-hydroxy-2H-1,4-benzodiazepine-2-one